FC1=CN=C2N1N=C(C=C2[C@@H]2[C@H](C2)C2=CC(=C1C=NN(C1=C2)CC(F)(F)F)F)C=2C(NC(NC2)=O)=O 5-(3-fluoro-8-((1S,2S)-2-(4-fluoro-1-(2,2,2-trifluoroethyl)-1H-indazol-6-yl)cyclopropyl)imidazo[1,2-b]pyridazin-6-yl)pyrimidine-2,4(1H,3H)-dione